S1C(=NC=2C=NN=CC21)C(=O)N thiazolo[4,5-d]pyridazine-2-carboxamide